(S)-2-hydroxy-6-((4-(2-(hydroxymethyl)nicotinoyl)-morpholin-3-yl)methoxy)-benzaldehyde OC1=C(C=O)C(=CC=C1)OC[C@H]1N(CCOC1)C(C1=C(N=CC=C1)CO)=O